6-methyloctanoic acid CC(CCCCC(=O)O)CC